C(N1CC=CC(=C1)N1CCN(CC1)CC=1C=NC=2C(=C(C(NC2C1)=O)C(F)(F)F)C)([2H])([2H])[2H] N-(methyl-d3)-5-(4-((8-methyl-6-oxo-7-(trifluoromethyl)-5,6-dihydro-1,5-naphthyridin-3-yl)methyl)piperazin-1-yl)pyridine